C(C)(C)(C)OC([C@@H](NC(=O)OC(C)(C)C)CCC(=O)O)=O N-(tert-butoxycarbonyl)-L-glutamic acid-1-tert-butyl ester